C12C(C3CC(CC(C1)C3)C2)NC(CN2S(N(CCC2)C2=CC(=C(C=C2)Cl)Cl)(=O)=O)=O N-(adamantan-2-yl)-2-(6-(3,4-dichlorophenyl)-1,1-dioxido-1,2,6-thiadiazinan-2-yl)acetamide